(butane-1,4-diylbis((3-(1,3-dioxoisoindolin-2-yl)propyl)azanediyl))bis(hexane-6,1-diyl) bis(2-hexyl decanoate) C(CCCCC)C(C(=O)OCCCCCCN(CCCCN(CCCN1C(C2=CC=CC=C2C1=O)=O)CCCCCCOC(C(CCCCCCCC)CCCCCC)=O)CCCN1C(C2=CC=CC=C2C1=O)=O)CCCCCCCC